ethyl 2-(2-aminoethoxy)acetate trifluoroacetic acid salt FC(C(=O)O)(F)F.NCCOCC(=O)OCC